(4-(difluoromethoxy)phenyl)-N-(4-methylcyclohexyl)-1-(2-morpholinoethyl)-2-oxo-1,2-dihydro-1,8-naphthyridine-3-carboxamide FC(OC1=CC=C(C=C1)C1=C(C(N(C2=NC=CC=C12)CCN1CCOCC1)=O)C(=O)NC1CCC(CC1)C)F